tert-butyl 5-((2-(2,6-dioxopiperidin-3-yl)-1,3-dioxoisoindolin-5-yl)oxy)pentanoate O=C1NC(CCC1N1C(C2=CC=C(C=C2C1=O)OCCCCC(=O)OC(C)(C)C)=O)=O